C(#N)C1=C(SC2=C1C(=NC=C2F)C=2C1=C(C=3C=NC(=NC3C2F)N2CC(CC2)N(C)C(C)C)COC1)NC(OC(C)(C)C)=O tert-Butyl (3-cyano-7-fluoro-4-(5-fluoro-3-(3-(isopropyl(methyl)amino) pyrrolidin-1-yl)-7,9-dihydrofuro[3,4-f]quinazolin-6-yl)thieno[3,2-c]pyridin-2-yl)carbamate